ClC1=C(C(=CC=C1Cl)OC)C1=CC=2N(C=C1)C=C(N2)C=2CC1C(CN(C1)C(=O)[O-])C2 5-(7-(2,3-dichloro-6-methoxyphenyl)imidazo[1,2-a]pyridin-2-yl)-3,3a,4,6a-tetrahydrocyclopenta[c]pyrrole-2(1H)-carboxylate